tert-Butyl (5-(2-bromoacetyl)isochroman-1-yl)methylcarbamate BrCC(=O)C1=C2CCOC(C2=CC=C1)CNC(OC(C)(C)C)=O